C(CC)OC1=CC=C(C=C1)OC(CC)=O.C(C(O)C1=CC=CC=C1)(=O)O mandelic acid 4-propoxy-phenylpropanoate